(3-chloropyridin-2-yl)(3-(4-(hydroxy(p-tolyl)methyl)-2-(hydroxymethyl)phenyl)pyrrolidin-1-yl)methanone ClC=1C(=NC=CC1)C(=O)N1CC(CC1)C1=C(C=C(C=C1)C(C1=CC=C(C=C1)C)O)CO